1-(2,3-dihydro-1-ethyl-2-oxo-1H-indole-3-yl)-3-(methoxycarbonyl)-pyridinium bromide [Br-].C(C)N1C(C(C2=CC=CC=C12)[N+]1=CC(=CC=C1)C(=O)OC)=O